1-(7-methoxy-6-(methoxymethoxy)quinolin-4-yl)piperidin COC1=C(C=C2C(=CC=NC2=C1)N1CCCCC1)OCOC